NC1=NC=2CCCCC2C2=C1N=C(N2CC(CO)(CO)C)CCOC 2-((4-amino-2-(2-methoxyethyl)-6,7,8,9-tetrahydro-1H-imidazo[4,5-c]quinolin-1-yl)methyl)-2-methylpropan-1,3-diol